5-(n-octyloxycarbonylmethyl)-7-oxo-bicyclo[2.2.1]Hept-2-ene C(CCCCCCC)OC(=O)CC1C2C=CC(C1)C2=O